2,6-bis[(2R,4S,5S)-1-benzyl-4,5-diphenylimidazolidin-2-yl]pyridine C(C1=CC=CC=C1)N1[C@@H](N[C@H]([C@@H]1C1=CC=CC=C1)C1=CC=CC=C1)C1=NC(=CC=C1)[C@H]1N([C@H]([C@@H](N1)C1=CC=CC=C1)C1=CC=CC=C1)CC1=CC=CC=C1